3-(9-((4-(aminomethyl)-2,6-dimethylphenyl)carbamoyl)-4,5-dihydrobenzo[b]thieno[3,4-d]oxepin-8-yl)-6-(propylcarbamoyl)picolinic acid NCC1=CC(=C(C(=C1)C)NC(=O)C1=CC2=C(OCCC=3C2=CSC3)C=C1C=1C(=NC(=CC1)C(NCCC)=O)C(=O)O)C